Cl.NC1CC(C1)OC=1C=C2C(=NC=NC2=CC1OC)NC1=C(C(=C(C=C1)Cl)Cl)F 6-((1s,3s)-3-aminocyclobutoxy)-N-(3,4-dichloro-2-fluorophenyl)-7-methoxyquinazolin-4-amine hydrochloride